N,N-dimethyl-2-(3-methyl-5-nitro-1H-pyrazol-1-yl)ethan-1-amine CN(CCN1N=C(C=C1[N+](=O)[O-])C)C